[4-(Benzyloxy)-3-fluorophenyl]methanol C(C1=CC=CC=C1)OC1=C(C=C(C=C1)CO)F